3,5-dimethyl-1H-indazole-7-sulfonic acid CC1=NNC2=C(C=C(C=C12)C)S(=O)(=O)O